neopentyl (((3-oxoquinuclidin-2-yl)methoxy)(phenoxy)phosphoryl)-L-alaninate O=C1C(N2CCC1CC2)COP(=O)(OC2=CC=CC=C2)N[C@@H](C)C(=O)OCC(C)(C)C